CN1C2=C(OCC1=O)C=C(C=C2)NC=2C=NC(=C(C2)C)N2CCC(CC2)C(F)(F)F 4-methyl-7-((5-methyl-6-(4-(trifluoromethyl)piperidin-1-yl)pyridin-3-yl)amino)-2H-benzo[b][1,4]oxazin-3(4H)-one